1,3-dithiocyano-5-hydroxyethyl-triazine S(C#N)N1NN(CC(=C1)CCO)SC#N